FC1=C(C=C(CC23SSC(N(C2=O)C)(C(N3C)=O)C)C=C1)C 1-(4-Fluoro-3-methylbenzyl)-4,5,7-trimethyl-2,3-dithia-5,7-diazabicyclo[2.2.2]octane-6,8-dione